C(C)OC(C(C(=O)OCC)C(C1=CC=CC=C1)NC1=CC=C(C=C1)S(NC1=NOC(=C1)Cl)(=O)=O)=O (((4-(N-(5-chloroisoxazol-3-yl)sulfamoyl)phenyl)amino)(phenyl)methyl)malonic acid diethyl ester